[Na].C(=O)(O)CNC(=O)N1C2=CC=C(C=C2SC=2C=C(C=CC12)N(C)C)N(C)C 10-(carboxymethylaminocarbonyl)-3,7-bis(dimethylamino)-phenothiazine sodium